(E)-crotonyl-magnesium bromide C(\C=C\C)(=O)[Mg]Br